3-(pyrrolidin-3-yl)-1H-pyrazol-5-amine N1CC(CC1)C1=NNC(=C1)N